(2S)-1-benzyloxypropan-2-amine C(C1=CC=CC=C1)OC[C@H](C)N